perfluorooctylsilicon FC(C(C(C(C(C(C(C(F)(F)F)(F)F)(F)F)(F)F)(F)F)(F)F)(F)F)([Si])F